nickel-iron-manganese, sodium salt [Na].[Mn].[Fe].[Ni]